(S)-2-((1-(5-(3-isopropylphenyl)-1,2,4-oxadiazol-3-yl)ethyl)carbamoyl)-4-methoxypyridin-3-yl isobutyrate C(C(C)C)(=O)OC=1C(=NC=CC1OC)C(N[C@@H](C)C1=NOC(=N1)C1=CC(=CC=C1)C(C)C)=O